2'-Chloro-5'-methoxy-6-methyl-N-(6-(oxazol-2-yl)thiazolo[4,5-c]pyridin-2-yl)-[4,4'-bipyridine]-3-carboxamide ClC1=NC=C(C(=C1)C1=C(C=NC(=C1)C)C(=O)NC=1SC2=C(C=NC(=C2)C=2OC=CN2)N1)OC